[Na].C(#N)N=C1SCCN1 2-cyanoiminothiazolidine sodium salt